N-((2-(6-((cis)-2,6-dimethylmorpholino)pyridin-2-yl)-1,6-naphthyridin-7-yl)methyl)-5-methyl-4-(methylsulfonyl)picolinamide C[C@@H]1O[C@@H](CN(C1)C1=CC=CC(=N1)C1=NC2=CC(=NC=C2C=C1)CNC(C1=NC=C(C(=C1)S(=O)(=O)C)C)=O)C